C(C)(C)(C)OC(=O)NC=1C=CC(=C(C(=O)O)C1)F 5-(t-butoxycarbonylamino)-2-fluorobenzoic acid